(S)-4-(2-(4-(5-chloro-2-propionylphenyl)-3-(methoxy-d3)-6-oxopyridazin-1(6H)-yl)-3-phenylpropionamido)-benzoic acid ClC=1C=CC(=C(C1)C=1C(=NN(C(C1)=O)[C@H](C(=O)NC1=CC=C(C(=O)O)C=C1)CC1=CC=CC=C1)OC([2H])([2H])[2H])C(CC)=O